C(C)OC(CCCOC1=C(C=C(C=C1)C1=C(C(=CC=C1)O)Br)F)=O 4-(2'-bromo-3-fluoro-3'-hydroxy-biphenyl-4-yloxy)-butyric acid ethyl ester